[Si](C1=CC=CC=C1)(C1=CC=CC=C1)(C(C)(C)C)OC[C@H]1[C@@H](C1)CCCC(C(=O)OC(C)(C)C)(C)C tert-butyl 5-((1R,2R)-2-(((tert-butyldiphenylsilyl) oxy) methyl) cyclopropyl)-2,2-dimethylvalerate